2-[6-chloro-2-(4-chloro-phenyl)-5-fluoro-benzoimidazol-1-yl]-2-cyclohexyl-N-(1-isopropyl-2-methyl-propyl)-acetamide ClC=1C(=CC2=C(N(C(=N2)C2=CC=C(C=C2)Cl)C(C(=O)NC(C(C)C)C(C)C)C2CCCCC2)C1)F